methyl 4-amino-1-(4-methoxybenzyl)-1H-pyrazole-3-carboxylate NC=1C(=NN(C1)CC1=CC=C(C=C1)OC)C(=O)OC